NC=1C=C(C=CC1C)C=1C=CC(=NC1)NC(=O)N1CCN(CC1)C N-(5-(3-Amino-4-methylphenyl)pyridin-2-yl)-4-methylpiperazine-1-carboxamide